(3-((2-(2,6-dioxopiperidin-3-yl)-1,3-dioxoisoindolin-4-yl)amino)cyclopentyl)picolinamide O=C1NC(CCC1N1C(C2=CC=CC(=C2C1=O)NC1CC(CC1)C=1C(=NC=CC1)C(=O)N)=O)=O